(2-acetyl-4-methoxy-phenyl)-2-(3,4-difluoro-2-methoxy-phenoxy)-5-fluoro-4-(trifluoromethyl)benzamide C(C)(=O)C1=C(C=CC(=C1)OC)C=1C(=C(C(=O)N)C=C(C1C(F)(F)F)F)OC1=C(C(=C(C=C1)F)F)OC